FC1=C(C(=CC(=C1)F)F)B(F)F 2,4,6-trifluorophenyl-difluoroborane